Rac-(1r,3r)-2,2-dimethyl-3-(3-(6-(1-methyl-1H-pyrazol-4-yl)pyrrolo[1,2-b]pyridazin-4-yl)-3,8-diazabicyclo[3.2.1]oct-8-yl)cyclobutane-1-carbonitrile CC1([C@@H](C[C@H]1N1C2CN(CC1CC2)C=2C=1N(N=CC2)C=C(C1)C=1C=NN(C1)C)C#N)C |r|